2,4-dichloro-5-{[4-(2,3-difluoropropoxy)piperidin-1-yl]methyl}pyrimidine ClC1=NC=C(C(=N1)Cl)CN1CCC(CC1)OCC(CF)F